OC1=C(C=C(C=C1C(C)(C)C)C(C)(C)C)N1N=C2C(=N1)C=CC(=C2)Cl 2-(2'-Hydroxy-3',5'-di-t-butylphenyl)-5-chlorobenzotriazole